O1[C@@H](COCC1)COC=1N2CCC3=C(C2=C(C(C1)=O)C)C=CC(=C3)C=3CCN(CC3)C(=O)OCC(F)(F)F 2,2,2-trifluoroethyl 4-[4-[[(2S)-1,4-dioxan-2-yl] methoxy]-1-methyl-2-oxo-6,7-dihydrobenzo[a]quinolizin-9-yl]-3,6-dihydro-2H-pyridine-1-carboxylate